CN1CC(C1)(C)[C@@](C=1C=C(C=NC1)C1C(CCCC1)=O)(C1=CC=C(C=C1)C(C)C)O {5-[(R)-(1,3-dimethyl-azetidin-3-yl)-hydroxy-(4-isopropyl-phenyl)-methyl]-pyridin-3-yl}-cyclohexanone